2,6-difluorophenoxy-2-fluorobenzoate FC1=C(OC=2C(=C(C(=O)[O-])C=CC2)F)C(=CC=C1)F